(1S,5R)-3-oxo-2-oxa-4-azabicyclo[3.2.0]heptan O=C1O[C@H]2CC[C@H]2N1